tert-butyl 9-(((S)-1-((2S,4R)-4-hydroxy-2-(((S)-1-(4-(4-methylthiazol-5-yl) phenyl) ethyl) carbamoyl) pyrrolidin-1-yl)-3,3-dimethyl-1-oxobutan-2-yl) amino)-9-oxononanoate O[C@@H]1C[C@H](N(C1)C([C@H](C(C)(C)C)NC(CCCCCCCC(=O)OC(C)(C)C)=O)=O)C(N[C@@H](C)C1=CC=C(C=C1)C1=C(N=CS1)C)=O